4-fluoro-2-methylbenzene FC1=CC(=CC=C1)C